3-[(1-Acetylpiperidin-4-yl)oxy]-5-(5-methyl-1,3-thiazol-2-yl)-N-{(1R)-1-[2-(trifluoromethyl)pyrimidin-5-yl]ethyl}benzamide C(C)(=O)N1CCC(CC1)OC=1C=C(C(=O)N[C@H](C)C=2C=NC(=NC2)C(F)(F)F)C=C(C1)C=1SC(=CN1)C